C(C)(C)(C)N1N=C(C=C1NC=1N=C(N=NC1)NC)[C@@H]1C[C@@H](CC1)N(C([O-])=O)C1(CC1)C (1R,3S)-3-(1-(tert-butyl)-5-((3-(methylamino)-1,2,4-triazin-5-yl)amino)-1H-pyrazol-3-yl)cyclopentyl(1-methylcyclopropyl)carbamate